chromium tris(3,7-dimethyl-1-octyl) dithiophosphate P(=S)(SCCC(CCCC(C)C)C)(OCCC(CCCC(C)C)C)OCCC(CCCC(C)C)C.[Cr]